2-(2-fluoro-4-iodo-3-pyridinyl)ethanol FC1=NC=CC(=C1CCO)I